FC(F)(F)OS(ON1C(C=CC1=O)=O)(=O)=O N-(trifluoromethylsulfoxy)maleimide